CC1OC(CCC(NC1)=O)=O methyl-1,4-oxazocane-5,8-dione